FC1=CC=C(C[C@@H]2[C@@H]([C@H](OC2)C2=CC=C(C=C2)F)CO)C=C1 ((2S,3R,4R)-4-(4-fluorobenzyl)-2-(4-fluorophenyl)tetrahydrofuran-3-yl)methanol